O[C@@H](CC1=NC=CC(=C1)C(=O)N)CN1CC2=CC=C(C(=C2CC1)C)OCC1=CN=NN1 [(2S)-2-hydroxy-3-[5-methyl-6-(1H-triazol-5-ylmethoxy)-3,4-dihydro-1H-isoquinolin-2-yl]propyl]pyridine-4-carboxamide